2-(3-methylphenyl)quinoline-4-carboxylic acid methyl ester COC(=O)C1=CC(=NC2=CC=CC=C12)C1=CC(=CC=C1)C